ClC1=C(C=CC=C1Cl)C1=CC=CC=2C(=C(SC21)C(=O)N[C@H]2CCOC1=CC=CC=C21)N(C)C 7-(2,3-Dichlorophenyl)-N-[(4S)-3,4-dihydro-2H-chromen-4-yl]-3-(dimethylamino)-1-benzothiophene-2-carboxamide